C1(O)=C(O)C(O)=C2C(=C1)C1C(COCC3C2O3)O1 pyrogalloldiglycidyl ether